(E)-7-amino-5-(ethoxymethyl)-2-phenyl-1H-indole NC=1C=C(C=C2C=C(NC12)C1=CC=CC=C1)COCC